C(C)(=O)N1C(/C(/NC(C1)=O)=C/C=1N=CN(C1C(C)C)CCC)=O (Z)-1-acetyl-3-((1-n-propyl-5-isopropyl-1H-imidazol-4-yl)methylene)piperazine-2,5-dione